5-(2-ethylhexylsulfonyl)pyridine-2,3-dicarboxylic acid C(C)C(CS(=O)(=O)C=1C=C(C(=NC1)C(=O)O)C(=O)O)CCCC